C(C1=CC=CC=C1)(=O)OC=1C(=NC=2N(C1C)N=C(N2)C)C 2,5,7-trimethyl-[1,2,4]triazolo[1,5-a]pyrimidin-6-yl benzoate